C(C)[C@@H]1N(CCC[C@H]1C1=CC=2C(=NC=CC2NC=2C=CC3=C(N=CS3)C2)S1)C N-(2-((2S,3R)-2-ethyl-1-methylpiperidin-3-yl)thieno[2,3-b]pyridin-4-yl)benzo[d]thiazol-5-amine